ClC=1C=C(C=CC1F)NC1=NC=NC2=CC(=C(C=C12)NC(C=CCN(C)C)=O)C#CC1C2COCC12 N-(4-(3-chloro-4-fluoro-phenylamino)-7-(2-(3-oxa-bicyclo[3.1.0]hex-6-yl)ethynyl)quinazolin-6-yl)-4-(dimethylamino)but-2-enamide